2-carbamoyloxy-N,N,N-trimethylethanaminium chloride [Cl-].C(N)(=O)OCC[N+](C)(C)C